4-(7-bromo-6-chloro-8-cyclopropoxy-2-((1-methylpiperidin-4-yl)oxy) quinazolin-4-yl)piperazin-1-carboxylate BrC1=C(C=C2C(=NC(=NC2=C1OC1CC1)OC1CCN(CC1)C)N1CCN(CC1)C(=O)[O-])Cl